phenyl (3-(2-morpholinoethoxy)-5-(trifluoromethoxy)phenyl)carbamate O1CCN(CC1)CCOC=1C=C(C=C(C1)OC(F)(F)F)NC(OC1=CC=CC=C1)=O